Tert-butyl-((1r,2s,3r,5s)-8-(7-chloro-8-fluoro-2-(((2r,7as)-2-fluorohexahydro-1H-pyrrolizin-7a-yl) methoxy) pyrido[4,3-d]pyrimidin-4-yl)-2-fluoro-8-azabicyclo[3.2.1]oct-3-yl) carbamate C(N)(O[C@H]1[C@H]([C@@]2(CC[C@@H](C1)N2C=2C1=C(N=C(N2)OC[C@]23CCCN3C[C@@H](C2)F)C(=C(N=C1)Cl)F)C(C)(C)C)F)=O